I.C(N)(=O)CCSC#N carbamyl-ethyl thiocyanate hydroiodide